BrC=1C=NC=C(C1C)C(F)F 3-bromo-5-(difluoromethyl)-4-methylpyridine